ClC1=CC=2N(C(=C1NC(=O)C1=CC(=NN1C1=NC=CC=C1Cl)CN1N=C(N=N1)C(F)(F)F)C(=O)NC)N=CC2 5-chloro-6-(1-(3-chloropyridin-2-yl)-3-((5-(trifluoromethyl)-2H-tetrazol-2-yl)methyl)-1H-pyrazole-5-carboxamido)-N-methylpyrazolo[1,5-a]pyridine-7-carboxamide